C(#N)C1=CC(=C(COC2=CC=CC(=N2)C2=CC=C(CC3=NC4=C(N3CC=3OC=CC3)C=CC=C4)C=C2)C=C1)F 2-(4-(6-(4-Cyano-2-fluorobenzyloxy)pyridin-2-yl)benzyl)-1-(furan-2-ylmethyl)-1H-benzo[d]imidazol